tert-butyl (2S)-4-[(7R)-4'-chloro-2-[[(2S)-1-methylindolin-2-yl]methoxy]spiro[6,8-dihydro-5H-quinazoline-7,1'-indane]-4-yl]-2-(cyanomethyl)piperazine-1-carboxylate ClC1=C2CC[C@]3(C2=CC=C1)CCC=1C(=NC(=NC1C3)OC[C@H]3N(C1=CC=CC=C1C3)C)N3C[C@@H](N(CC3)C(=O)OC(C)(C)C)CC#N